NC=1SC2=C(C1C#N)C(=CC=C2F)C2=C(C=C1C=NC(=NC1=C2F)OC[C@H]2N(C[C@@H](C2)C)C)Cl 2-amino-4-[6-chloro-2-[[(2S,4R)-1,4-dimethylpyrrolidin-2-yl]methoxy]-8-fluoro-quinazolin-7-yl]-7-fluoro-benzothiophene-3-carbonitrile